COC1=CC=C(C=C1)C1=C(NC2=NC=C3C(=C21)NC(N3C)=O)C3=CC=C(C=C3)CN3CCC(CC3)S(=O)(=O)C 8-(4-Methoxyphenyl)-3-methyl-7-(4-((4-(methylsulfonyl)piperidin-1-yl)methyl)phenyl)-3,6-dihydroimidazo[4,5-d]pyrrolo[2,3-b]pyridin-2(1H)-one